OC1=C(C2=CC=C(C=C2C=C1)O)O 2,6-dihydroxynaphthol